N[C@H]1CN(C[C@@H](C1)F)C(=O)C1=CC2=C(N(C(=N2)C2=CC=3C=4N2CCN(C4C=CC3)CCOCCO)C)C(=C1)OC ((3R,5R)-3-amino-5-fluoropiperidin-1-yl)(2-(1-(2-(2-hydroxyethoxy)ethyl)-2,3-dihydro-1H-pyrrolo[1,2,3-de]quinoxalin-5-yl)-7-methoxy-1-methyl-1H-benzo[d]imidazol-5-yl)methanone